9,9',9'',9'''-(5-cyano-6-(pyridin-3-yl)benzene-1,2,3,4-tetrayl)tetrakis(9H-carbazole-3,6-dicarbonitrile) C(#N)C=1C(=C(C(=C(C1C=1C=NC=CC1)N1C2=CC=C(C=C2C=2C=C(C=CC12)C#N)C#N)N1C2=CC=C(C=C2C=2C=C(C=CC12)C#N)C#N)N1C2=CC=C(C=C2C=2C=C(C=CC12)C#N)C#N)N1C2=CC=C(C=C2C=2C=C(C=CC12)C#N)C#N